N-(4-Aminophenyl)sulfonyl-6-tert-butyl-2-(2,4,6-trimethylphenoxy)pyridin-3-carboxamid NC1=CC=C(C=C1)S(=O)(=O)NC(=O)C=1C(=NC(=CC1)C(C)(C)C)OC1=C(C=C(C=C1C)C)C